C1(CC1)C1=C(C=C2CCCN(C2=C1)C1=NN(C2=C1CN(CC2)C(NC)=O)C2CCN(CC2)C(=O)OCC2=CC=CC=C2)C=2C=NN(C2)C benzyl 4-{3-[7-cyclopropyl-6-(1-methylpyrazol-4-yl)-3,4-dihydro-2H-quinolin-1-yl]-5-(methylcarbamoyl)-4H,6H,7H-pyrazolo[4,3-c]pyridin-1-yl}piperidine-1-carboxylate